4-n-nonylphenoxyoctaethylene glycol C(CCCCCCCC)C1=CC=C(OC(COCCOCCOCCOCCOCCOCCOCCO)O)C=C1